C1(CC1)C=1C(=NC(=NC1C=1N=CN(C1)C)NC1=C(C=C(C=C1)S(=O)(=O)C)F)NC1=NNC(=C1)C 5-cyclopropyl-N2-(2-fluoro-4-(methylsulfonyl)phenyl)-6-(1-methyl-1H-imidazol-4-yl)-N4-(5-methyl-1H-pyrazol-3-yl)pyrimidine-2,4-diamine